C(C)(=O)C(C(=O)[O-])CC=C(CCC=C(CCC=C(C)C)C)CO 2-acetyl-5-(hydroxymethyl)-9,13-dimethyltetradeca-4,8,12-trienoate